N-[(3,4,5-trifluoro)phenyl]acrylamide FC=1C=C(C=C(C1F)F)NC(C=C)=O